C(C)S(=O)(=O)NC1=CC=C(C=N1)C1=C2C(=NC=C1)NC=C2 4-(6-(ethylsulfonamido)pyridin-3-yl)-1H-pyrrolo[2,3-b]pyridin